O1CCC(CC1)N1CCCCC1 1-(oxan-4-yl)piperidin